3-[(5S)-5-[4-[4-(3-aminopropoxy)but-1-ynyl]phenyl]-2-oxo-oxazolidin-3-yl]piperidine-2,6-dione NCCCOCCC#CC1=CC=C(C=C1)[C@H]1CN(C(O1)=O)C1C(NC(CC1)=O)=O